ClC1=CC=2C(OC(C3=CC(=NC=C3C3=CC(=C(C(NS(C(=C1OC)C2)(=O)=O)=C3)OC)F)F)C)=O 13-chloro-5,20-difluoro-14,19-dimethoxy-8-methyl-16,16-dioxo-9-oxa-16λ6-thia-4,17-diazatetracyclo[16.3.1.111,15.02,7]tricosa-1(21),2,4,6,11(23),12,14,18(22),19-nonaen-10-one